N-((4,4-difluoro-5-methylpiperidin-3-yl)methyl)methanesulfonamide FC1(C(CNCC1C)CNS(=O)(=O)C)F